tert-butyldimethyl((9-bromodecyl)oxy)silane C(C)(C)(C)[Si](OCCCCCCCCC(C)Br)(C)C